(1R,2S,5R)-2-carbamoyl-7-oxo-1,6-diazabicyclo[3.2.1]octan-6-yl ((3-methyl-2-oxotetrahydro-2H-pyran-3-yl)methyl) sulfate S(=O)(=O)(ON1[C@@H]2CC[C@H](N(C1=O)C2)C(N)=O)OCC2(C(OCCC2)=O)C